FC=1C(=NC(=NC1)NC=1C(=NN(C1)C(C#N)(C)C)C)OCC1CCC(CC1)OC(C)C 2-(4-((5-fluoro-4-((4-isopropoxy-cyclohexyl)methoxy)pyrimidin-2-yl)amino)-3-methyl-1H-pyrazol-1-yl)-2-methylpropanenitrile